(2R)-4-(2-(2-chloro-6-methylpyridin-3-yl)ethyl)-2-(hydroxymethyl)-4-((4-methoxybenzyl)amino)pyrrolidine-1-carboxylic acid tert-butyl ester C(C)(C)(C)OC(=O)N1[C@H](CC(C1)(NCC1=CC=C(C=C1)OC)CCC=1C(=NC(=CC1)C)Cl)CO